[Ru](=O)=O ruthenium (iv) oxide